1-hydroxyanthraquinone OC1=CC=CC=2C(C3=CC=CC=C3C(C12)=O)=O